6,6'-dimethyl-[2,3'-bipyridin] CC1=CC=CC(=N1)C=1C=NC(=CC1)C